C(C)OC(=O)C=1C=C(NC1C1=CC(=CC=C1)SC)C1=CC=C(C=C1)NC(=O)OC(C)(C)C 2-(4-((tert-Butoxycarbonyl)amino)phenyl)-5-(3-(methylsulfanyl)phenyl)Azole-4-carboxylic acid ethyl ester